ClC=1C=2N(C=C(C1)C=1N=C3N(C(C1)=O)C=C(C=C3)C3CCN(CC3)CC)C=C(N2)C 2-(8-chloro-2-methylimidazo[1,2-a]pyridin-6-yl)-7-(1-ethylpiperidin-4-yl)-4H-pyrido[1,2-a]pyrimidin-4-one